CN(CCSC1CC(OCC1)=O)C 4-((2-(dimethylamino)ethyl)thio)tetrahydro-2H-pyran-2-one